C(C)(C)(C)C=1C=C(C=CC1)C1=CC(=CC=C1)[C@H](C(=O)N1CC2=C(CCC1)N=C(NC2=O)C2(CC2)C=2SC=CC2)O (R)-6-(2-(3'-(tert-butyl)-[1,1'-biphenyl]-3-yl)-2-hydroxyacetyl)-2-(1-(thiophen-2-yl)cyclopropyl)-3,5,6,7,8,9-hexahydro-4H-pyrimido[5,4-c]azepin-4-one